C(C)(=O)O.C[C@H]1C[C@H]2[C@@H]3CC[C@](C(C)=O)([C@]3(CC[C@@H]2[C@]2(CCC(C=C12)=O)C)C)O 6alpha-methyl-17alpha-hydroxypregna-4-ene-3,20-dione acetate